2-(3-(1H-pyrazol-1-yl)propylamino)-4-(3-(benzo[d]oxazol-2-yl)-2-methoxyphenylamino)pyrimidine-5-carboxylic acid N1(N=CC=C1)CCCNC1=NC=C(C(=N1)NC1=C(C(=CC=C1)C=1OC2=C(N1)C=CC=C2)OC)C(=O)O